C(C)(C)(C)OC(=O)N1C(COCC1=O)(C)C 3,3-dimethyl-5-oxo-morpholine-4-carboxylic acid tert-butyl ester